N-o-methoxyphenyl-4-(1,7-diaza-7-spiro[4.4]nonyl)-5-(3,5-difluorophenyl)nicotinamide COC1=C(C=CC=C1)NC(C1=CN=CC(=C1N1CC2(CCCN2)CC1)C1=CC(=CC(=C1)F)F)=O